O[C@@H](C(=O)N1CC2=C(CCC1)N=C(NC2=O)C2(CC2)C=2C=NC=C(C2)C(C)C)C=2C=C(C=CC2)C2=CC(=CC=C2)OC(F)(F)F (R)-6-(2-hydroxy-2-(3'-(trifluoromethoxy)-[1,1'-biphenyl]-3-yl)acetyl)-2-(1-(5-isopropylpyridin-3-yl)cyclopropyl)-3,5,6,7,8,9-hexahydro-4H-pyrimido[5,4-c]azepin-4-one